C(C1=CC=CC=C1)C1=C(C(=CC=C1)O)C=1C(=C(C(=C(C1C)C)C)C)O benzyl-tetramethyl-biphenol